tert-butyl 2-(5-(ethoxycarbonyl)-4-(4-((4-ethylpyridin-2-yl)carbamoyl)phenyl)-1H-imidazol-2-yl)azepane-1-carboxylate C(C)OC(=O)C1=C(N=C(N1)C1N(CCCCC1)C(=O)OC(C)(C)C)C1=CC=C(C=C1)C(NC1=NC=CC(=C1)CC)=O